CC(C(CC)O)O pentane-2,3-diol